racemic-hydantoinpropionic acid N1(C(=O)NC(=O)C1)CCC(=O)O